CC1(CC([N-]C(C1)=O)=O)C 4,4-dimethyl-2,6-dioxopiperidin-1-ide